N-[1-[5-chloro-2-[4-(1-imino-1-oxo-1,4-thiazinan-4-yl)anilino]pyrimidin-4-yl]indol-5-yl]propanamide ClC=1C(=NC(=NC1)NC1=CC=C(C=C1)N1CCS(CC1)(=O)=N)N1C=CC2=CC(=CC=C12)NC(CC)=O